methoxy-[1,1'-biphenyl]-3-carboxamide dihydrochloride Cl.Cl.COC1=C(C=CC=C1C(=O)N)C1=CC=CC=C1